1-bromo-4-(4-chlorophenyl)-3-butene-2-one BrCC(C=CC1=CC=C(C=C1)Cl)=O